COC=1C=C(C=CC1OC)C=1NC2=CC=C(C=C2C1C(C)C)C(=O)N1CCN(CCC1)C (2-(3,4-dimethoxyphenyl)-3-isopropyl-1H-indol-5-yl)(4-methyl-1,4-diazacycloheptan-1-yl)methanone